C(C)(C)(C)OC(N[C@@H]1CC[C@H](CC1)N(C1=NC=C(C=C1)C=1C=NC(=NC1)OC)C(=O)Cl)=O (trans-4-((chlorocarbonyl)(5-(2-methoxypyrimidin-5-yl)pyridin-2-yl)amino)cyclohexyl)carbamic acid tert-butyl ester